[Al+3].P[O-].P[O-].P[O-] phosphinite aluminum